FC=1C(=CC(=C(C1)C(C(=O)[O-])C)OC)C 2-(5-fluoro-2-methoxy-4-methylphenyl)propanoate